NC1=CC(=NC=C1)C1=NC=CC=C1 4-amino-2,2-bipyridine